N-hydroxyethyl-perfluorooctanamide OCCNC(C(C(C(C(C(C(C(F)(F)F)(F)F)(F)F)(F)F)(F)F)(F)F)(F)F)=O